CC1=CC=C(N=N1)NC(=O)[C@@H]1CC12CCN(CC2)C(=O)OC(C(F)(F)F)C(F)(F)F 1,1,1,3,3,3-Hexafluoropropan-2-yl (R)-1-((6-methylpyridazin-3-yl)carbamoyl)-6-azaspiro[2.5]octan-6-carboxylat